(R)-2-(5-(5-(1-(3,5-dimethylpyridazin-4-yl)ethoxy)-1H-indazol-3-yl)pyridin-2-yl)-6-oxa-2-azaspiro[3.4]octane CC=1N=NC=C(C1[C@@H](C)OC=1C=C2C(=NNC2=CC1)C=1C=CC(=NC1)N1CC2(C1)COCC2)C